CC(=CCCCC)C 6-methylhept-5-en